1H-2-benzopyran-7-sulfonamide C1OC=CC2=C1C=C(C=C2)S(=O)(=O)N